tri-i-nonyl-trimellitic acid C(CCCCCC(C)C)C=1C(=C(C(=C(C1C(=O)O)C(=O)O)CCCCCCC(C)C)C(=O)O)CCCCCCC(C)C